ClC1=C(CN2N=CC(=C2)C2=C(OC3=C(C(=CC=C3C2=O)OC)OC)C(F)(F)F)C=CC=C1 3-(1-(2-chlorobenzyl)-1H-pyrazol-4-yl)-7,8-dimethoxy-2-(trifluoromethyl)-4H-chromen-4-one